CCCCCCCCCCCCCCO n-Tetradecanol